C(C(=O)[O-])(=O)[O-].[Cr+3].[Ni+2] nickel-chromium oxalate